m-bis(5-amino-3-pyridyloxy)benzene NC=1C=C(C=NC1)OC1=CC(=CC=C1)OC=1C=NC=C(C1)N